4-(3-bromo-5-chlorobenzyl)tetrahydro-2H-pyran BrC=1C=C(CC2CCOCC2)C=C(C1)Cl